C1(CCC1)[C@H](C=1C=C(N)C=CC1)C1=NN=CN1C (R)-3-(cyclobutyl-(4-methyl-4H-1,2,4-triazol-3-yl)methyl)aniline